3-{[1-(4-chloro-3-fluorophenyl)-3-methyl-1H-1,2,4-triazol-5-yl]methyl}-1-{[1-(1-methyl-1H-indazol-5-yl)-1H-1,2,4-triazol-5-yl]methyl}urea ClC1=C(C=C(C=C1)N1N=C(N=C1CNC(NCC1=NC=NN1C=1C=C2C=NN(C2=CC1)C)=O)C)F